C(C)C(CO)(CO)CN(C)C 2-ethyl-2-dimethylaminomethyl-1,3-propanediol